1-(4,5-diphenyloxazol-2-yl)sulfanyl-3-methyl-butan-2-one C1(=CC=CC=C1)C=1N=C(OC1C1=CC=CC=C1)SCC(C(C)C)=O